4-[[(2R,3s,4r,5r)-3-[3,4-difluoro-2-(tridecylmethoxy)phenyl]-4,5-dimethyl-5-(trifluoromethyl)tetrahydrofuran-2-carbonyl]amino]-1-oxo-pyridin-1-ium-2-carboxamide FC=1C(=C(C=CC1F)[C@H]1[C@@H](O[C@]([C@@H]1C)(C(F)(F)F)C)C(=O)NC1=CC([N+](C=C1)=O)C(=O)N)OCCCCCCCCCCCCCC